nitrogen Cyclohexylphosphine C1(CCCCC1)P.[N]